11-(benzyloxy)-7,8-dihydroxy-3,4,5,6,7,8-hexahydro-2,6a-methano[1,4]diazonino[9,1,2-cd]indolizine-1,10-dione C(C1=CC=CC=C1)OC1=C2N3C4(C(C(C3=CC1=O)O)O)CCCCN(C2=O)C4